6-fluoro-1-(2-fluoro-4-hydroxy-phenyl)-7-(3-(4-methoxyphenyl)-1H-pyrazol-1-yl)-4-oxo-1,4-dihydro-quinoline-3-carboxylic acid FC=1C=C2C(C(=CN(C2=CC1N1N=C(C=C1)C1=CC=C(C=C1)OC)C1=C(C=C(C=C1)O)F)C(=O)O)=O